4,4-octanediol CCCC(CCCC)(O)O